Cinnamic acid N,N-diphenylamide C1(=CC=CC=C1)N(C(C=CC1=CC=CC=C1)=O)C1=CC=CC=C1